OCCNC1=C(C=CC=C1)N=NC1=CC=CC=C1 hydroxyethylaminoazobenzene